1-(4-bromophenyl)-4,4-dimethylpiperidine BrC1=CC=C(C=C1)N1CCC(CC1)(C)C